1-Tert-butyl N-[2-[[[2-(2,6-dioxo-3-piperidyl)-1,3-dioxo-isoindolin-4-yl]amino]methyl] spiro[3.5]nonan-7-yl]-N-methyl-carbamate O=C1NC(CCC1N1C(C2=CC=CC(=C2C1=O)NCC1CC2(C1)CCC(CC2)N(C(OC(C)(C)C)=O)C)=O)=O